4-[(3S,4R)-1-methyl-3-methyl-4-piperidylamino]-6-[3-(4-mesyl-2-anisidino)-1-propynyl]-1-(2,2,2-trifluoroethyl)indole CN1C[C@@H]([C@@H](CC1)NC1=C2C=CN(C2=CC(=C1)C#CCNC=1C(OC)=CC=C(C1)S(=O)(=O)C)CC(F)(F)F)C